ClC1=CC2=C(N=CN(C2=O)CC2(CCN(CC2)C(C[C@@H](C(F)(F)F)C2=CC=CC=C2)=O)O)N1C1=CC(=C(C=C1)[C@H]1NCCOC1)C(F)(F)F 6-chloro-3-((4-hydroxy-1-((R)-4,4,4-trifluoro-3-phenylbutanoyl)piperidin-4-yl)methyl)-7-(4-((R)-morpholin-3-yl)-3-(trifluoromethyl)phenyl)-3,7-dihydro-4H-pyrrolo[2,3-d]pyrimidin-4-one